FC1=C(C=2C=NC(=NC2C=C1C=1C=NC=CC1C)NC1=CC=C(C=C1)CS(=O)(=O)C)N 6-fluoro-7-(4-methylpyridin-3-yl)-N~2~-{4-[(methylsulfonyl)methyl]phenyl}-quinazoline-2,5-diamine